(S)-N-(5-methyl-7-(9-methyl-3,9-diazaspiro[5.5]undecan-3-yl)-4-oxo-2,3,4,5-tetrahydrobenzo[b][1,4]oxazepin-3-yl)-4-phenoxypicolinamide CN1C2=C(OC[C@@H](C1=O)NC(C1=NC=CC(=C1)OC1=CC=CC=C1)=O)C=CC(=C2)N2CCC1(CC2)CCN(CC1)C